4-(6-(1-(methyl-d3)-5-nitro-6-oxo-1,6-dihydropyridin-3-yl)quinazolin-4-yl)piperazine 1-tert-butyl-formate C(C)(C)(C)C(=O)O.C(N1C=C(C=C(C1=O)[N+](=O)[O-])C=1C=C2C(=NC=NC2=CC1)N1CCNCC1)([2H])([2H])[2H]